N-((1r,4r)-4-aminocyclohexyl)-5,6-dihydrobenzo[f]imidazo[1,5-d][1,4]oxazepine-10-carboxamide hydrochloride Cl.NC1CCC(CC1)NC(=O)C=1C=CC2=C(C=3N(CCO2)C=NC3)C1